F[C@H]1[C@]2(CC[C@@](C[C@@H]1N(C1=CC=C(N=N1)C1=C(C=C(C=C1)N1N=NC=C1)O)C)(N2C)C)C 2-(6-(((1R,2R,3S,5S)-2-fluoro-1,5,8-trimethyl-8-azabicyclo[3.2.1]octan-3-yl)(methyl)amino)pyridazin-3-yl)-5-(1H-1,2,3-triazol-1-yl)phenol